N(=C=O)CCCC1(C2CC(C(C1)C2)CCCN=C=O)CCCN=C=O 2-(3-isocyanatopropyl)-2,5-bis(isocyanatopropyl)-bicyclo(2.2.1)heptane